C(C)(C)(C)NC[C@H](O)C1=C2C=NNC2=C(C=C1)F (R)-2-(tert-butylamino)-1-(7-fluoro-1H-indazol-4-yl)ethan-1-ol